3,5-di(trifluoromethyl)-N-{1-[3-bromo-1-(3-cyano-pyridin-6-yl)-1H-1,2,4-triazol-5-yl]ethyl}-benzamide FC(C=1C=C(C(=O)NC(C)C2=NC(=NN2C2=CC=C(C=N2)C#N)Br)C=C(C1)C(F)(F)F)(F)F